FC=1C=C2C=C(NC2=CC1\C=C\C1=NOC=C1)CNC(OC(C)(C)C)=O tert-butyl (E)-((5-fluoro-6-(2-(isoxazol-3-yl)vinyl)-1H-indol-2-yl)methyl)carbamate